3-[3-[(3,3-dimethylbutanoylamino)carbamoyl]-1-bicyclo[1.1.1]pentanyl]azetidine-1-carboxylic Acid Tert-Butyl Ester C(C)(C)(C)OC(=O)N1CC(C1)C12CC(C1)(C2)C(NNC(CC(C)(C)C)=O)=O